BrC1=NN2C(C=C(C=C2)C(C)=O)=N1 1-(2-bromo-[1,2,4]triazolo[1,5-a]pyridin-7-yl)ethane-1-one